C(5)-methylpyrrole CC1=CC=CN1